FC1([C@@H](CN(C1)C1COC1)NC1=NN2C(C(=N1)OC)=C(C=C2)C=2C=CC1=C(N(N=N1)CCCF)C2)F (R)-N-(4,4-difluoro-1-(oxetan-3-yl)pyrrolidin-3-yl)-5-(1-(3-fluoropropyl)-1H-benzo[d][1,2,3]triazol-6-yl)-4-methoxypyrrolo[2,1-f][1,2,4]triazin-2-amine